C1C(CC2=CC=CC=C12)NC1=NC=C(C=N1)C=1C(=NN(C1)CC(=O)N1CCN(CC1)C(CO)=O)CC 1-{4-[2-(4-{2-[(2,3-dihydro-1H-inden-2-yl)amino]pyrimidin-5-yl}-3-ethyl-1H-pyrazol-1-yl)acetyl]piperazin-1-yl}-2-hydroxyethan-1-one